(2-(7-(5-(3-Chloro-6-cyano-5-cyclopropyl-2-fluorophenyl)-1-methyl-1H-pyrazol-4-yl)-4-oxo-3,4-dihydro-phthalazin-1-yl)cyclopropyl)carbamic acid tert-butyl ester C(C)(C)(C)OC(NC1C(C1)C1=NNC(C2=CC=C(C=C12)C=1C=NN(C1C1=C(C(=CC(=C1C#N)C1CC1)Cl)F)C)=O)=O